C(#C)C1(COC1)C 3-ethynyl-3-methyloxetane